5-(3-(2-(2-(2-Aminoethoxy)ethoxy)ethoxy)prop-1-yn-1-yl)-2-(2,6-dioxopiperidin-3-yl)isoindoline-1,3-dione NCCOCCOCCOCC#CC=1C=C2C(N(C(C2=CC1)=O)C1C(NC(CC1)=O)=O)=O